CS(=O)(=O)C1=CNC2=CC(=CC=C12)NC(=O)NC1=CC=C(C=C1)C(F)(F)F 1-(3-(methylsulfonyl)-1H-indol-6-yl)-3-(4-(trifluoromethyl)phenyl)urea